2-Methoxy-4-(5-(7-methyl-7-((R)-2-methylpyrrolidin-1-yl)-6,7,8,9-tetrahydro-5H-benzo[7]annulen-2-yl)-1H-pyrazolo[3,4-b]pyridin-3-yl)benzamide COC1=C(C(=O)N)C=CC(=C1)C1=NNC2=NC=C(C=C21)C=2C=CC1=C(CCC(CC1)(N1[C@@H](CCC1)C)C)C2